5-((S)-1-((S)-pyrrolidin-2-yl)isochroman-6-yl)isoxazole N1[C@@H](CCC1)[C@H]1OCCC2=CC(=CC=C12)C1=CC=NO1